C(C1=CC=CC=C1)OC1CC(C1)=NNS(=O)(=O)C1=CC=C(C=C1)C (3-(Benzyloxy)cyclobutylidene)-4-methylbenzenesulfonohydrazide